6-Amino-3-((1S,3R)-4'-chloro-3-(4-(trifluoromethyl)-1H-pyrazol-1-yl)-1',2'-dihydrospiro[cyclopentane-1,3'-pyrrolo[2,3-b]pyridin]-5'-yl)-2-fluoro-N,N-dimethylbenzamide NC1=CC=C(C(=C1C(=O)N(C)C)F)C=1C(=C2C(=NC1)NC[C@@]21C[C@@H](CC1)N1N=CC(=C1)C(F)(F)F)Cl